2-(2,6-dioxo-3-piperidyl)-4-[[4-(hydroxymethyl)phenyl]methylamino]isoindoline-1,3-dione O=C1NC(CCC1N1C(C2=CC=CC(=C2C1=O)NCC1=CC=C(C=C1)CO)=O)=O